N1(CCC1)C1=NC=C(C=N1)C1=CC=C(C=N1)B(O)O (6-(2-(azetidin-1-yl)pyrimidin-5-yl)pyridin-3-yl)boronic acid